NC=1C(=NC(=CN1)C1=CC=C(C=C1)C1CCN(CC1)CC(F)(F)F)C=1C=C2CCNC(C2=CC1)=O 6-(3-amino-6-(4-(1-(2,2,2-trifluoroethyl)piperidin-4-yl)phenyl)pyrazin-2-yl)-3,4-dihydroisoquinolin-1(2H)-one